C(CCCCC)[P+](CCCCCCCCCCCCCC)(CCCCCC)CCCCCC trihexyltetradecylphosphonium